1-acetylgalactosamine C(C)(=O)C1(O)[C@H](N)[C@@H](O)[C@@H](O)[C@H](O1)CO